1,4-bis(chlorodifluoromethyl)benzene ClC(C1=CC=C(C=C1)C(F)(F)Cl)(F)F